BrC=1C=C2C(=CNC2=CC1)C=1SC=C(N1)C(=O)N/N=C/C1=CC=NC=C1 (E)-2-(5-bromo-1H-indol-3-yl)-N'-(pyridin-4-ylmethylene)thiazole-4-carbohydrazide